N-methyl-(2,2-Di((9Z,12Z)-octadec-9,12-dienyl)-1,3-dioxolan-4-yl)methylamine CNCC1OC(OC1)(CCCCCCCC\C=C/C\C=C/CCCCC)CCCCCCCC\C=C/C\C=C/CCCCC